C(CCCCCC(C)C)(=O)OCCCCCCCCCCC(C)C isotridecanol isononanate